tert-butyl (S)-4-ethynyl-2,2-dimethyl-1,3-oxazolidine-3-carboxylate C(#C)[C@@H]1N(C(OC1)(C)C)C(=O)OC(C)(C)C